ClC1=CC(=C(CS(=O)(=O)N2CCN(CC2)C2=C(C=CC=C2)/C=C/C(=O)NO)C=C1)F (E)-3-(2-(4-((4-chloro-2-fluorobenzyl)sulfonyl)piperazin-1-yl)phenyl)-N-hydroxyacrylamide